ONC(\C=C\C1=C(C=CC=C1)NCC1COCC1)=O (E)-N-hydroxy-3-(2-(((tetrahydrofuran-3-yl)methyl)amino)phenyl)acrylamide